(1R,2R,6S)-2-(4-(3-fluorophenyl)-1H-1,2,3-triazol-1-yl)-6-(methylamino)cyclohexanol FC=1C=C(C=CC1)C=1N=NN(C1)[C@H]1[C@@H]([C@H](CCC1)NC)O